1-(2-((2,5-dichloro-pyrimidin-4-yl)amino)phenyl)ethan-1-one ClC1=NC=C(C(=N1)NC1=C(C=CC=C1)C(C)=O)Cl